CC=1N(C(=NN1)C=1C=C(C(=CC1)NC[C@H]1OCC1)N)COCC[Si](C)(C)C (S)-4-(5-methyl-4-((2-(trimethylsilyl)ethoxy)methyl)-4H-1,2,4-triazole-3-yl)-N1-(oxetan-2-ylmethyl)benzene-1,2-diamine